(R)-3-(3-chloro-4-fluorophenyl)-1-(1-(1-oxo-1,2-dihydroisoquinolin-4-yl)ethyl)-1-(pyridin-4-ylmethyl)urea ClC=1C=C(C=CC1F)NC(N(CC1=CC=NC=C1)[C@H](C)C1=CNC(C2=CC=CC=C12)=O)=O